(2S)-2-[({4'-propyl-[1,1'-biphenyl]-4-yl}amino)methyl]pyrrolidine-1-carboxylic acid tert-butyl ester C(C)(C)(C)OC(=O)N1[C@@H](CCC1)CNC1=CC=C(C=C1)C1=CC=C(C=C1)CCC